[Ni-6](=[Se])(=[Se])(=[Se])=[Se] nickelous tetraselenide